ClC1=C(C=NN1C1CC1)NC1=NC2=CC(=C(C=C2C=N1)C#N)N1CCC(CC1)(C)O 2-[(5-chloro-1-cyclopropyl-1H-pyrazol-4-yl)amino]-7-(4-hydroxy-4-methylpiperidin-1-yl)quinazoline-6-carbonitrile